4-(4-(6-(benzofuran-7-yl)pyridazin-4-yl)phenyl)piperazin O1C=CC2=C1C(=CC=C2)C2=CC(=CN=N2)C2=CC=C(C=C2)N2CCNCC2